1-benzyl-6-(3,5-dimethylisoxazole-4-yl)-N2-(2-methoxyethyl)-1H-benzo[d]imidazole-2,4-diamine C(C1=CC=CC=C1)N1C(=NC2=C1C=C(C=C2N)C=2C(=NOC2C)C)NCCOC